ClC=1C(=C(C(=NC1)OCC(CC(C)C)(C)NC(OCC1=CC=CC=C1)=O)C)C Benzyl (1-((5-chloro-3,4-dimethylpyridin-2-yl)oxy)-2,4-dimethylpentan-2-yl)carbamate